4,5-dioxolan C1CCOO1